[(1S)-2-methyl-4-oxo-3-[(2Z)-penta-2,4-dienyl]cyclopent-2-en-1-yl] (1R,3R)-2,2-dimethyl-3-(2-methylprop-1-enyl)cyclopropane-1-carboxylate CC1([C@@H]([C@H]1C=C(C)C)C(=O)O[C@@H]1C(=C(C(C1)=O)C\C=C/C=C)C)C